stearyl-coenzyme A C(CCCCCCCCCCCCCCCCC)(=O)SCCNC(CCNC([C@@H](C(COP(OP(OC[C@@H]1[C@H]([C@H]([C@@H](O1)N1C=NC=2C(N)=NC=NC12)O)OP(=O)(O)O)(=O)O)(=O)O)(C)C)O)=O)=O